6-(4-Chloro-1-((2-fluoro-2',3',4',5'-tetrahydro-[1,1'-biphenyl]-4-yl)methyl)-1H-indazol-7-carboxamido)spiro[3.3]heptan ClC1=C2C=NN(C2=C(C=C1)C(=O)NC1CC2(CCC2)C1)CC1=CC(=C(C=C1)C=1CCCCC1)F